CC1=C2C(=NO1)C=CC=C2 3-methylbenzo[c]isoxazole